C(C)CO ethyl-(methyl) alcohol